acryloxymethylmethyldipropoxysilane ethyl-(5S)-5-phenyl-6,7-dihydro-5H-pyrrolo[1,2-b][1,2,4]triazole-2-carboxylate C(C)OC(=O)C=1N=C2N(N1)[C@@H](CC2)C2=CC=CC=C2.C(C=C)(=O)OC[Si](OCCC)(OCCC)C